methyl 3-(1-ethyl-4-methyl-1H-benzo[d][1,2,3]triazol-5-yl)-3-(3-(((4-methoxybenzyl) oxy) methyl)-4-methylphenyl)-2,2-dimethylpropionate C(C)N1N=NC2=C1C=CC(=C2C)C(C(C(=O)OC)(C)C)C2=CC(=C(C=C2)C)COCC2=CC=C(C=C2)OC